N[C@H]1C(N(C1)C1=CC=C(C=C1)C(F)(F)F)=O (R)-3-amino-1-(4-(trifluoromethyl)phenyl)azetidin-2-one